tert-butyl N-[6-[(4-methyl-2-pyridyl)amino]-1,3-benzothiazol-2-yl]carbamate CC1=CC(=NC=C1)NC1=CC2=C(N=C(S2)NC(OC(C)(C)C)=O)C=C1